4-(2,6-Dimethylphenyl)-8-methyl-8-phenyl-6,7-dihydro-5H-quinazolin-2-amine CC1=C(C(=CC=C1)C)C1=NC(=NC=2C(CCCC12)(C1=CC=CC=C1)C)N